Zinc magnesium orthophosphate P(=O)([O-])([O-])[O-].[Mg+2].[Zn+2]